C(CCCCCCCCCCCCCCCCC)(=O)[O-].C(CCCCCCCCCCCCCCCCC)(=O)O.[K+] potassium stearate (octadecanoate)